O=C1NC2=CC=C(C=C2C1)NC(C1=CN=CC=C1)=O N-(2-oxoindolin-5-yl)nicotinamide